1-Methyl-4-phenyl-1,2,3,6-tetrahydropyridine hydrochloride Cl.CN1CCC(=CC1)C1=CC=CC=C1